(3,5-dichlorophenyl)-8-isopropylimidazo[1,2-b]pyridazine-7-carboxylic acid ClC=1C=C(C=C(C1)Cl)C=1N=C2N(N=CC(=C2C(C)C)C(=O)O)C1